N-(adamantan-1-yl)-1,1-diphenylmethanimine-15N C12(CC3CC(CC(C1)C3)C2)[15N]=C(C2=CC=CC=C2)C2=CC=CC=C2